CN1N=CC(=C1)NS(=O)(=O)CC N-(1-methyl-1H-pyrazol-4-yl)ethanesulfonamide